NC=1N=CC2=C(N1)C(=NC(=C2)C=O)NC(C)C 2-amino-8-(isopropylamino)pyrido[3,4-d]pyrimidine-6-carbaldehyde